(2S,3S)-2-azido-3-cyclopropyl-3-hydroxypropionic acid ethyl ester C(C)OC([C@H]([C@@H](O)C1CC1)N=[N+]=[N-])=O